C(C)OC(=O)C1=NN2C(C(CCC2)C(F)(F)F)=C1.C(C)(C)C=1N=CC(=NC1)C=1C(=C(N)C=CC1)OC 3-(5-isopropyl-pyrazin-2-yl)-2-methoxyaniline ethyl-4-(trifluoromethyl)-4,5,6,7-tetrahydropyrazolo[1,5-a]pyridine-2-carboxylate